N-(6-bromo-2-methyl-imidazo[1,2-a]pyridin-8-yl)methanesulfonamide BrC=1C=C(C=2N(C1)C=C(N2)C)NS(=O)(=O)C